C(C=C)(=O)OC(C)C dimethyl-methyl acrylate